methyl 2-(3-chloro-4-methyl-6,7-dihydro-5H-pyrido[2,3-c]pyridazin-8-yl)-5-[3-[2-fluoro-4-[3-(methylamino)prop-1-ynyl]phenoxy]propyl]thiazole-4-carboxylate ClC1=C(C2=C(N=N1)N(CCC2)C=2SC(=C(N2)C(=O)OC)CCCOC2=C(C=C(C=C2)C#CCNC)F)C